(S)-(2-(2-(3-bromo-5-chlorophenyl)-2-hydroxyethoxy)ethyl)carbamate BrC=1C=C(C=C(C1)Cl)[C@@H](COCCNC([O-])=O)O